(4-(1-ethoxyvinyl)-3-methoxypyridin-2-yl)acetamide C(C)OC(=C)C1=C(C(=NC=C1)CC(=O)N)OC